4-(4-amino-5-bromopyrrolo[2,1-f][1,2,4]triazin-7-yl)-N,N-dimethylpiperidine-1-carboxamide NC1=NC=NN2C1=C(C=C2C2CCN(CC2)C(=O)N(C)C)Br